(S)-4-(4-((4-fluoro-2-isopropoxyphenyl)amino)pyrido[3,2-d]pyrimidin-6-yl)-2-methylpiperazine-1-carboxamide FC1=CC(=C(C=C1)NC=1C2=C(N=CN1)C=CC(=N2)N2C[C@@H](N(CC2)C(=O)N)C)OC(C)C